FC(OC1=C(C(=CC(=C1)C)F)C=1C=2N(C(=NN1)N[C@H]1CN(C[C@@H](C1)F)C)C=CC2)F 1-[2-(difluoromethoxy)-6-fluoro-4-methylphenyl]-N-[(3r,5r)-5-fluoro-1-methylpiperidin-3-yl]pyrrolo[1,2-d][1,2,4]triazin-4-amine